C=1C=CC23C4=C(OC2)C=C2C=C(C=CC2=C4C=CC31)O cyclopenta[1,2]phenanthro[10,1-bc]furan-8-ol